C(C)(C)(C)OC(=O)N1CC(CCC1)C=O 3-formylpiperidine-1-carboxylic acid-(S)-tert-butyl ester